N1CCC(CC1)OC1=CC=NC=C1 4-(piperidin-4-yloxy)pyridine